1-((3-methylpiperidin-4-yl)methyl)piperidin CC1CNCCC1CN1CCCCC1